C(C#CC)(=O)N1[C@@H](C[C@H](CC1)N1N=CC=2C(=NC=3C(=C(C(=CC3C21)Cl)C2=C1C=NNC1=CC(=C2C)C)F)N2CC(C2)N(C)C)CC#N ((2S,4S)-1-(but-2-ynoyl)-4-(8-chloro-7-(5,6-dimethyl-1H-indazol-4-yl)-4-(3-(dimethylamino)azetidin-1-yl)-6-fluoro-1H-pyrazolo[4,3-c]quinolin-1-yl)piperidin-2-yl)acetonitrile